3-(3-(4-chlorophenyl)propanamido)-N-methyl-5-(pyridin-4-yl)-1H-pyrazole-4-carboxamide ClC1=CC=C(C=C1)CCC(=O)NC1=NNC(=C1C(=O)NC)C1=CC=NC=C1